N1C(=CC2=CC=CC=C12)C1=CC=CC2=CC=CC=C12 (1H-indol-2-yl)naphthalene